FC=1C=C(C(=O)NCC2=C3C=NNC3=CC=C2)C=CC1OC 3-fluoro-N-(1H-indazol-4-ylmethyl)-4-methoxybenzamide